C(N)(OCCOC1=C(C=CC(=C1)NC(C1=C(C=C(C(=C1)C(F)(F)F)C1CC1)OC1=C(C=C(C=C1)F)C)=O)F)=O (2-(5-(4-Cyclopropyl-2-(4-fluoro-2-methylphenoxy)-5-(trifluoromethyl)benzamido)-2-fluorophenoxy) ethyl) carbamate